2-(2,2-dimethyl-4-oxo-4H-benzo[d][1,3]dioxin-7-yl)acetic acid CC1(OC(C2=C(O1)C=C(C=C2)CC(=O)O)=O)C